[Se].[S].[Ga].[In] indium gallium sulfur selenium